4-(2-((3,3-dimethylbutylidene)amino)acetamido)-3-methoxybenzoic acid methyl ester COC(C1=CC(=C(C=C1)NC(CN=CCC(C)(C)C)=O)OC)=O